[1,3]oxazepin-2(1H)-one O1C(NC=CC=C1)=O